10H-Benzo[g]pteridin-2,4-dion N=1C(NC(C2=NC3=C(NC12)C=CC=C3)=O)=O